CC1CC(OC1)C(=O)O.CSCCC(C(=O)O)=O 4-methylsulfanyl-2-oxobutanoic acid (4-methyl-2-oxolanoate)